FC(C)(F)C=1C=CC=2N(C1)C(=C(N2)NC(OC(C)(C)C)=O)S(=O)(=O)CC tert-butyl N-[6-(1,1-difluoroethyl)-3-ethylsulfonyl-imidazo[1,2-a]pyridin-2-yl]carbamate